C(C)(C)C=1C2=C(C(NN1)=O)N(N=C2)C 4-Isopropyl-1-methyl-1,6-dihydro-7H-pyrazolo[3,4-d]pyridazin-7-one